CC(C)(C)OC(=O)N1CC2=CN=C(C=C2CC1)Cl 6-chloro-3,4-dihydro-2,7-naphthyridine-2(1H)-carboxylic acid 1,1-dimethylethyl ester